C(C)(=O)O[C@@H]1C[C@H](O[C@H]1N1C2=NC(=NC=C2N(C1=O)CC(N1CCCC1)=O)N)COC(C)=O ((2S,4R,5R)-4-acetoxy-5-(2-amino-8-oxo-7-(2-oxo-2-(pyrrolidin-1-yl)ethyl)-7,8-dihydro-9H-purin-9-yl)tetrahydrofuran-2-yl)methylacetat